ClC1=C(C=CC(=C1)OC)C=1C=C2C=NN(C2=CC1)C1=CC(=C(C=C1)F)OC 5-(2-chloro-4-methoxyphenyl)-1-(4-fluoro-3-methoxyphenyl)-1H-indazole